rac-(4R,5S)-5-((5-chloro-4-(2-(1-methylpiperidin-4-yl)thiazol-5-yl)pyrimidin-2-yl)amino)-2-(2,2-difluoroethoxy)-4,5,6,7-tetrahydropyrazolo[1,5-a]pyridin-4-ol ClC=1C(=NC(=NC1)N[C@@H]1[C@H](C=2N(CC1)N=C(C2)OCC(F)F)O)C2=CN=C(S2)C2CCN(CC2)C |r|